Cl.CN[C@@H](CC(C)C)C(=O)N1C[C@]2(C[C@H]1C(=O)N)C(NC1=CC=C(C=C12)[2H])=O (3R,5'S)-1'-(methyl-L-leucyl)-2-oxospiro[indoline-3,3'-pyrrolidine]-5-d-5'-carboxamide hydrochloride